C(C)(C)(C)[S@@](=O)NC1C2=NC=C(C=C2CC12CCN(CC2)C(=O)OC(C)(C)C)C tert-butyl 7-(((R)-tert-butylsulfinyl) amino)-3-methyl-5,7-dihydrospiro[cyclopenta[b]pyridine-6,4'-piperidine]-1'-carboxylate